ClC1=C(C=C(C=C1)F)C1NC(C=2C1=C(C=C1CCC(NC21)=O)C2=C(C(=O)N)C=C(C=C2C(F)(F)F)F)=O [7-(2-chloro-5-fluorophenyl)-2,9-dioxo-2,3,4,7,8,9-hexahydro-1H-pyrrolo[4,3-H]quinolin-6-yl]-5-fluoro-3-(trifluoromethyl)benzamide